FC(C1=NC(=NC(=N1)C(F)(F)F)N1[C@H](C=2NC3=CC=C(C=C3C2CC1)Cl)C[C@H]1COCCC1)(F)F (1S)-2-[4,6-bis(trifluoromethyl)-1,3,5-triazin-2-yl]-6-chloro-1-{[(3S)-oxan-3-yl]methyl}-2,3,4,9-tetrahydro-1H-pyrido[3,4-b]indole